N-ethyl-2-(3-(6-(oxetan-3-yloxy)pyridin-3-yl)-6-oxopyridazin-1(6H)-yl)acetamide C(C)NC(CN1N=C(C=CC1=O)C=1C=NC(=CC1)OC1COC1)=O